NC1=C(C=CC(=C1N)C=1C=CC=C2C=CC=C(C12)C1=CC(=C(C(=O)N[C@H](C)C2=CC=CC=C2)C(=C1)OC)OC)C=1C=CC=C2C=CC=C(C12)C1=CC(=C(C(=O)N[C@H](C)C2=CC=CC=C2)C(=C1)OC)OC 4,4'-((2,3-diamino-1,4-phenylene)bis(naphthalene-8,1-diyl))bis(2,6-dimethoxy-N-((R)-1-phenylethyl)benzamide)